1-benzyl-N-(3-cyano-4-methyl-1H-indol-7-yl)pyrazole-4-sulfonamide C(C1=CC=CC=C1)N1N=CC(=C1)S(=O)(=O)NC=1C=CC(=C2C(=CNC12)C#N)C